NC1=NC=CC=C1C1=NC=2C(=NC(=CC2)C=2C=CC(N(C2)C([2H])([2H])F)=O)N1C1=CC=C(C=C1)CCl 5-(2-(2-Aminopyridin-3-yl)-3-(4-(chloromethyl)phenyl)-3H-imidazo[4,5-b]pyridin-5-yl)-1-(fluoromethyl-d2)pyridin-2(1H)-one